Dimethyl (2S,4S)-1-(4-fluorobenzyl)pyrrolidine-2,4-dicarboxylate FC1=CC=C(CN2[C@@H](C[C@@H](C2)C(=O)OC)C(=O)OC)C=C1